C(C)(=O)O[C@H]1CC(C(=O)O)(O)O[C@H]([C@@H]1N)[C@H](O)[C@H](O)CO 4-O-acetyl-5-amino-3,5-dideoxy-D-glycero-D-galacto-non-2-ulopyranosonic acid